[(2SR,3RS)-2-{[6-(3,5-difluorophenyl)pyridin-2-yl]methyl}-4,4-difluoro-1-(oxetane-2-carbonyl)pyrrolidin-3-yl]methanesulfonamide FC=1C=C(C=C(C1)F)C1=CC=CC(=N1)C[C@@H]1N(CC([C@@H]1CS(=O)(=O)N)(F)F)C(=O)C1OCC1 |r|